OC1=C(C(=C(C=C1)C)O)O (trihydroxy-phenyl)methane